NC=1C2=C(N=CN1)N(C=C2C=2C=C(CP(OCC)(OCC)=O)C=CC2)[C@@H]2C[C@@H](C2)CN2CCC2 diethyl 3-(4-amino-7-(cis-3-(azetidin-1-ylmethyl)cyclobutyl)-7H-pyrrolo[2,3-d]pyrimidin-5-yl)benzylphosphonate